OC1=C(NC=CC1=O)C 3-hydroxy-2-methylpyridin-4(1H)-one